C1(CC1)[C@H](C1=CC=2N(N=C1)C=C(N2)[C@@H](NC(=O)C2=NON=C2C)C2CCC(CC2)(F)F)NC([C@H](F)C2CC2)=O |o1:33| N-((S)-(7-((R)-Cyclopropyl((R*)-2-cyclopropyl-2-fluoroacetamido)methyl)imidazo[1,2-b]pyridazin-2-yl)(4,4-difluorocyclohexyl)methyl)-4-methyl-1,2,5-oxadiazole-3-carboxamide